The molecule is an imide in which an imino group and an oxo group are both attached to an atom of sulfur. N=S=O